(E)-3-(4-hydroxy-3-methoxyphenyl)-1-(4-(benzenesulfonyl)piperazin-1-yl)prop-2-en-1-one OC1=C(C=C(C=C1)/C=C/C(=O)N1CCN(CC1)S(=O)(=O)C1=CC=CC=C1)OC